N-(4-(3-(cyclopropanesulfonamido)-5-(3,5-dimethylisoxazol-4-yl)phenoxy)-3,5-dimethylphenyl)-4-(dimethylamino)butanamide C1(CC1)S(=O)(=O)NC=1C=C(OC2=C(C=C(C=C2C)NC(CCCN(C)C)=O)C)C=C(C1)C=1C(=NOC1C)C